N=1CN(C=CC1)C(=O)[O-] pyrimidine-3-carboxylate